5-((2-(2-Aminoethoxy)acetamido)methyl)-N-(4-((4-(3,5-dichlorophenyl)piperazin-1-yl)sulfonyl)phenyl)-2-(N-methylmethylsulfonamido)benzamide 2,2,2-trifluoroacetate FC(C(=O)O)(F)F.NCCOCC(=O)NCC=1C=CC(=C(C(=O)NC2=CC=C(C=C2)S(=O)(=O)N2CCN(CC2)C2=CC(=CC(=C2)Cl)Cl)C1)N(S(=O)(=O)C)C